N-Methyl-5-(2-methyl-2H-indazol-5-yl)-N-(piperidin-4-yl)[1,3]thiazolo[5,4-b]pyridin-2-amin CN(C=1SC2=NC(=CC=C2N1)C1=CC2=CN(N=C2C=C1)C)C1CCNCC1